6-[5-[2-[[3-[(1-aminocyclopropyl)methoxy]-1,4-dimethyl-6,7-dihydro-5H-cyclopenta[c]pyridin-6-yl]methylamino]ethyl]-2-oxo-1,3-oxazolidin-3-yl]-4H-pyrido[3,2-b][1,4]oxazin-3-one NC1(CC1)COC1=C(C2=C(C(=N1)C)CC(C2)CNCCC2CN(C(O2)=O)C=2C=CC=1OCC(NC1N2)=O)C